[C@H]12N(C[C@H](NC1)CC2)C2=NC(=NC1=C(C(=C(C=C21)Cl)C2=CC(=CC1=CC=CC=C21)O)F)N2CC(C2)N(C)C (S or R)-4-(4-((1R,4R)-2,5-Diazabicyclo[2.2.2]octan-2-yl)-6-chloro-2-(3-(dimethylamino)azetidin-1-yl)-8-fluoroquinazolin-7-yl)naphthalene-2-ol